N1N=NN=C1CN1CCC(CC1)C=1C=C2C(=C(NC2=CC1)C=1C=C(C=2N(C1)N=CN2)C)C(C)C 6-(5-(1-((1H-tetrazol-5-yl)methyl)piperidin-4-yl)-3-isopropyl-1H-indol-2-yl)-8-methyl-[1,2,4]triazolo[1,5-a]pyridine